5-[4-amino-5-(trifluoromethyl)pyrrolo[2,1-f][1,2,4]triazin-7-yl]-4-fluoro-N-[(3R,4S)-4-fluoro-1-(2-methylpropanoyl)pyrrolidin-3-yl]-2-methylbenzamide NC1=NC=NN2C1=C(C=C2C=2C(=CC(=C(C(=O)N[C@@H]1CN(C[C@@H]1F)C(C(C)C)=O)C2)C)F)C(F)(F)F